C[C@@H]1CN(CCC1)[C@@H](C)N1C=CC2=C1C(NC=C2)=O ((R)-1-((S)-3-methylpiperidin-1-yl)ethyl)-1,6-dihydro-7H-pyrrolo[2,3-c]pyridin-7-one